BrC1=CC2=C([C@@]3(OCC2)C[C@H](N(CC3)C(=O)OC(C)(C)C)C=3N=NN(C3)C)S1 tert-butyl (2S,4S)-2'-bromo-2-(1-methyl-1H-1,2,3-triazol-4-yl)-4',5'-dihydrospiro[piperidine-4,7'-thieno[2,3-c]pyran]-1-carboxylate